thiazole-carboxylate S1C(=NC=C1)C(=O)[O-]